tert-butyl 3-(4-((2-(2,6-dioxopiperidin-3-yl)-1,3-dioxoisoindolin-4-yl)amino)butyl)pyrrolidin-1-carboxylate O=C1NC(CCC1N1C(C2=CC=CC(=C2C1=O)NCCCCC1CN(CC1)C(=O)OC(C)(C)C)=O)=O